FC(C(=O)O)(F)F.FC(C(=O)O)(F)F.NCC(CC=1N(C(NN1)=O)CC=1SC(=CC1)C#CC1=CC2=C(OCCN2)N=C1)=C(F)F [2-(aminomethyl)-3,3-difluoro-allyl]-4-[[5-[2-(2,3-dihydro-1H-pyrido[2,3-b][1,4]oxazin-7-yl)ethynyl]-2-thienyl]methyl]-1,2,4-triazol-3-one bistrifluoroacetate